N[C@H](C(=O)NCCC1=CC(=CC=C1)O)CO (S)-2-Amino-3-hydroxy-N-(3-hydroxyphenethyl)-propanamide